NC=1C2=C(N=CN1)N(C(=C2C2=CC=C(C=C2)C(=O)N2C(CCCC2)C)C2=CC=C(C=C2)NC(C(=C)C)=O)C N-(4-(4-amino-7-methyl-5-(4-(2-methylpiperidine-1-carbonyl)phenyl)-7H-pyrrolo[2,3-d]pyrimidin-6-yl)phenyl)methacrylamide